(E)-2-(2-chloromethylphenyl)-2-methoxyiminoacetate ClCC1=C(C=CC=C1)\C(\C(=O)[O-])=N/OC